O1C(CCCC1)CN1C=NC2=C1C=C(C=C2)C(=O)O 1-((tetrahydro-2H-pyran-2-yl)methyl)-1H-benzo[d]Imidazole-6-carboxylic acid